FC(C1=CC=C(CN2C(C(C3=CC(=CC=C23)Br)=O)=O)C=C1)(F)F (4-trifluoromethyl-benzyl)-5-bromo-indoline-2,3-dione